N-(2-(4-(2-aminopropan-2-yl)-6-(4-fluoro-2-methylphenyl)pyridin-2-yl)-3,3,3-trifluoro-2-hydroxypropyl)-1'-methyl-1'H-[1,3'-bipyrazole]-5'-carboxamide NC(C)(C)C1=CC(=NC(=C1)C1=C(C=C(C=C1)F)C)C(CNC(=O)C1=CC(=NN1C)N1N=CC=C1)(C(F)(F)F)O